N-(6-(difluoromethyl)pyridin-2-yl)-7-isopropoxy-2-(1-methyl-2-oxabicyclo[2.2.2]octan-4-yl)imidazo[1,2-a]pyrimidine-6-carboxamide FC(C1=CC=CC(=N1)NC(=O)C=1C(=NC=2N(C1)C=C(N2)C21COC(CC2)(CC1)C)OC(C)C)F